Nonane-7-carboxylic acid methyl ester COC(=O)C(CCCCCC)CC